NC=1C=2N(C3=CC(=CC=C3N1)C(=O)N(C1CCC3=NC(=CC=C31)C(F)(F)F)C)C=NC2C 4-amino-N,3-dimethyl-N-(2-(trifluoromethyl)-6,7-dihydro-5H-cyclopenta[b]pyridin-5-yl)imidazo[1,5-a]quinoxaline-8-carboxamide